NCCCC(=O)NCCNCC=1C=CC(=NC1)C(=O)NC=1C(=C(C=CC1)C1=C(C(=CC=C1)NC(C1=NC=C(C=C1)CNCCO[Si](C1=CC=CC=C1)(C1=CC=CC=C1)C(C)(C)C)=O)C)C 5-(((2-(4-aminobutanamido)ethyl)amino)methyl)-N-(3'-(5-(((2-((tert-butyldiphenylsilyl)oxy)ethyl)amino)methyl)picolinamido)-2,2'-dimethyl-[1,1'-biphenyl]-3-yl)picolinamide